6-(3-(2,5-difluorophenyl)-4-methyl-1H-pyrazol-1-yl)-2-azaspiro[3.3]heptane TFA salt OC(=O)C(F)(F)F.FC1=C(C=C(C=C1)F)C1=NN(C=C1C)C1CC2(CNC2)C1